[Se](=O)(=O)([O-])[O-].[Ag+].[Ag+] silver(I) selenate